C(C)OC(CCCCCCCCCCCCCCCCC[SiH3])(OCC)OCC triethoxyoctadecyl-silane